C1(=CC=CC=C1)C1=C(C[C@H](N)C(=O)O)C=CC=C1 2-phenyl-(phenylalanine)